C(C)OC(NC(CC#N)=O)=O N-cyanoacetyl-carbamic acid ethyl ester